N-(3-chloro-5-(methylsulfonyl)phenyl)-3-(phenylamino)-1H-pyrazole-5-carboxamide ClC=1C=C(C=C(C1)S(=O)(=O)C)NC(=O)C1=CC(=NN1)NC1=CC=CC=C1